C(C1=CC=CC=C1)C1=C(C=CC=C1)NC(=O)C1=CC(=CC=2NC(=NC21)COC)NC(=O)C2=C(C=CC=C2)C(F)(F)F N-(2-benzyl-phenyl)-2-(methoxymethyl)-6-({[2-(trifluoromethyl)phenyl]carbonyl}amino)-1H-benzoimidazole-4-carboxamide